5-(4-(azetidin-3-ylmethyl)-3,5-dimethylpiperazin-1-yl)-2-(2,6-dioxopiperidin-3-yl)-6-fluoroisoindoline-1,3-dione N1CC(C1)CN1C(CN(CC1C)C=1C=C2C(N(C(C2=CC1F)=O)C1C(NC(CC1)=O)=O)=O)C